2-(2,4-dioxotetrahydropyrimidin-1(2H)-yl)-5-((4-(5-methylthiophen-2-yl)-3,6-dihydropyridin-1(2H)-yl)methyl)isoindoline-1,3-dione O=C1N(CCC(N1)=O)N1C(C2=CC=C(C=C2C1=O)CN1CCC(=CC1)C=1SC(=CC1)C)=O